tin antimony nickel lanthanum [La].[Ni].[Sb].[Sn]